NC1=NN2C(C=C(C=C2)C=2C=C(C(=NC2C)OC)C(=O)NCC2=C(C=C(C=C2F)F)OCC2CCCC2)=N1 5-{2-amino-[1,2,4]triazolo-[1,5-a]pyridin-7-yl}-N-{[2-(cyclopentylmethoxy)-4,6-difluorophenyl]methyl}-2-methoxy-6-methylpyridine-3-carboxamide